COC(=O)C1=CCC2(OCCO2)CC1 1,4-dioxaspiro[4.5]dec-7-ene-8-carboxylic acid methyl ester